Ethoxycarbonylmethyl-3-p-MenthaneCarboxamide C(C)OC(=O)CC1(CC(C(CC1)C(C)C)C(=O)N)C